FC1=CC=C(CN(C(C)=O)[C@H](C(F)(F)F)C)C=C1 N-(4-fluorobenzyl)-N-((S)-1,1,1-trifluoropropan-2-yl)acetamide